ClC=1C=C(C=C(C1)C(F)(F)F)NC(=O)[C@]12[C@H]3C[C@@H]([C@@H]([C@@]2(C1)C=1C(=NN(C1)C)C(F)(F)F)O3)O |r| rac-(1r,2r,4s,5r,6s)-N-(3-chloro-5-(trifluoromethyl)phenyl)-6-hydroxy-4-(1-methyl-3-(trifluoromethyl)-1H-pyrazol-4-yl)-8-oxatricyclo[3.2.1.02,4]octane-2-carboxamide